NN1C([C@@H]2CC3=C(NC=4C=CC=CC34)[C@H](N2C(C1)=O)C)=O (6R,12aS)-2-amino-6-methyl-2,3,12,12a-tetrahydropyrazino[1',2':1,6]pyrido[3,4-b]indole-1,4(6H,7H)-dione